[3-methyl-4-(4,4,5,5-tetramethyl-1,3,2-dioxaborolan-2-yl)isoxazol-5-yl]methyl benzoate C(C1=CC=CC=C1)(=O)OCC1=C(C(=NO1)C)B1OC(C(O1)(C)C)(C)C